1,1-bis(4-glycidoxyphenyl)-3-phenylindane C(C1CO1)OC1=CC=C(C=C1)C1(CC(C2=CC=CC=C12)C1=CC=CC=C1)C1=CC=C(C=C1)OCC1CO1